oxo-N-(pyrimidin-2-yl)-1,2-dihydroquinoline-6-sulfonamide O=C1NC2=CC=C(C=C2C=C1)S(=O)(=O)NC1=NC=CC=N1